4-((1-acetyl-3-phenyl-1H-pyrazol-4-yl)methylene)-2-(4-(tert-butyl)phenyl)oxazol-5(4H)-one C(C)(=O)N1N=C(C(=C1)C=C1N=C(OC1=O)C1=CC=C(C=C1)C(C)(C)C)C1=CC=CC=C1